benzyl-(4-((methoxycarbonyl)oxy)phenyl)methylsulfonium butyl-bromoacrylate C(CCC)C=C(C(=O)[O-])Br.C(C1=CC=CC=C1)[SH+]CC1=CC=C(C=C1)OC(=O)OC